3,6-bis-2-piperidyl-1,2,4,5-tetraazabenzene N1C(CCCC1)C=1N=NC(=NN1)C1NCCCC1